(R)-3-bromo-2-(4-fluorophenyl)-7-methyl-6,7-dihydropyrazolo[1,5-a]pyrazin-4(5H)-one BrC=1C(=NN2C1C(NC[C@H]2C)=O)C2=CC=C(C=C2)F